5-bromo-1-(4-methoxybenzyl)-3,4-dihydro-1H-benzo[c][1,2]thiazine BrC1=CC=CC=2N(SCCC21)CC2=CC=C(C=C2)OC